sodium (S)-3-(3-(1,5-dimethyl-4-oxido-2-oxo-1,2-dihydropyridin-3-yl)ureido)-3-(3-(3-methyl benzyl)phenyl)propanoate CN1C(C(=C(C(=C1)C)[O-])NC(N[C@@H](CC(=O)[O-])C1=CC(=CC=C1)CC1=CC(=CC=C1)C)=O)=O.[Na+].[Na+]